1-(4-Amino-3-nitrophenyl)ethan-1-one NC1=C(C=C(C=C1)C(C)=O)[N+](=O)[O-]